1-(5-((4-carbamimidoyl-2-fluorophenoxy)carbonyl)thiazol-2-yl)piperidine-4-carboxylic acid C(N)(=N)C1=CC(=C(OC(=O)C2=CN=C(S2)N2CCC(CC2)C(=O)O)C=C1)F